2-methyl-4-(trifluoromethyl)-1,3-thiazole-5-carboxylic acid CC=1SC(=C(N1)C(F)(F)F)C(=O)O